3-[2-[2-[2-[2-[2-[2-[2-[2-(methylamino)ethoxy]ethoxy]ethoxy]ethoxy]ethoxy]ethoxy]ethoxy]ethoxy]propan-1-ol CNCCOCCOCCOCCOCCOCCOCCOCCOCCCO